C(#N)C1=CC=C2C(=N1)N(N=N2)C2=CC(=C(C(=O)N([C@H]1CNCCC1)C1=NC=CC3=CC=CC(=C13)C)C=C2)F (R)-4-(5-cyano-3H-[1,2,3]triazolo[4,5-b]pyridin-3-yl)-2-fluoro-N-(8-methylisoquinolin-1-yl)-N-(piperidin-3-yl)benzamide